ethyl (2Z,6E,10E)-2-ethyl-3,7,11,15-tetramethylhexadeca-2,6,10,14-tetraenoate C(C)/C(/C(=O)OCC)=C(/CC\C=C(\CC\C=C(\CCC=C(C)C)/C)/C)\C